Tert-butyl N-[rac-(3R)-1-[4-[4-[6-chloro-4-[difluoro-[4-(hydroxymethyl)cyclohexyl]methyl]-2-pyridyl]piperazin-1-yl]sulfonylphenyl]-5-oxo-pyrrolidin-3-yl]carbamate ClC1=CC(=CC(=N1)N1CCN(CC1)S(=O)(=O)C1=CC=C(C=C1)N1C[C@@H](CC1=O)NC(OC(C)(C)C)=O)C(C1CCC(CC1)CO)(F)F |r|